(2R)-N-((R or S)-(4-fluoro-3-(trifluoro-methoxy)phenyl)(6-(trifluoromethyl)pyridin-3-yl)methyl)-2-methyl-3-oxopiperazine-1-carboxamide FC1=C(C=C(C=C1)[C@@H](NC(=O)N1[C@@H](C(NCC1)=O)C)C=1C=NC(=CC1)C(F)(F)F)OC(F)(F)F |o1:7|